(R)-2-(((allyloxy)carbonyl)amino)-5-(tert-butoxy)-5-oxopentanoic acid C(C=C)OC(=O)N[C@@H](C(=O)O)CCC(=O)OC(C)(C)C